7-cyclobutyl-4-(difluoromethyl)-2-methoxyquinoline-3-carboxylic acid C1(CCC1)C1=CC=C2C(=C(C(=NC2=C1)OC)C(=O)O)C(F)F